C(C)(C)(C)OC(=O)C(=O)C1=CC=NN1 1H-pyrazole-5-carbonylFormic acid tert-butyl ester